4,6-di-tert-butylpyrimidin-2-amine C(C)(C)(C)C1=NC(=NC(=C1)C(C)(C)C)N